FC1=CC(=NN1C)NC(=O)C=1C(=CC=2N(C1)C=C(N2)[C@@]21CO[C@@](CC2)(C1)C)OC(C)C N-(5-fluoro-1-methyl-1H-pyrazol-3-yl)-7-isopropoxy-2-((1S,4R)-1-methyl-2-oxabicyclo[2.2.1]heptan-4-yl)imidazo[1,2-a]pyridine-6-carboxamide